[13C](#N)C1=C(C=C(CC=2C(=NC(=NC2)NC(C)=O)NC(C)=O)C=C1OC)OC N,N'-(5-(4-(cyano-13C)-3,5-dimethoxybenzyl)pyrimidine-2,4-diyl)diacetamide